tert-butyl N-{6-bromo-5-[(2S)-2-[(tert-butoxycarbonyl)amino]-1-hydroxypropyl]thieno[3,2-c][1,2]thiazol-3-yl}-N-(thiophen-2-ylmethyl)carbamate BrC1=C(SC=2C1=NSC2N(C(OC(C)(C)C)=O)CC=2SC=CC2)C([C@H](C)NC(=O)OC(C)(C)C)O